(3S)-N-[4-(3-cyanophenyl)-5-(2,6-dimethyl-4-pyridinyl)thiazol-2-yl]-3-methylsulfonyl-pyrrolidine-1-carboxamide C(#N)C=1C=C(C=CC1)C=1N=C(SC1C1=CC(=NC(=C1)C)C)NC(=O)N1C[C@H](CC1)S(=O)(=O)C